FCCCNCCCCC1=CC=C2CCCN(C2=N1)C(=O)OC(C)(C)C tert-butyl 7-(4-((3-fluoropropyl)amino) butyl)-3,4-dihydro-1,8-naphthyridine-1(2H)-carboxylate